ClC1=NC=C(C=C1NS(=O)(=O)C)C=1C=C2C(=NC=NC2=CC1)N[C@H](C)C1=CC=CC=C1 (R)-N-(2-chloro-5-(4-((1-phenylethyl)amino)quinazolin-6-yl)pyridin-3-yl)methane-sulfonamide